C(CCCCC)CCC[Si](OCC)(OCC)OCC 1-hexyl-3-propyltriethoxysilane